OC=1C=C(C(=O)NC2CN(CC2)C(=O)OC[C@]2([C@@H](N3C(C[C@H]3S2(=O)=O)=O)C(=O)O)C)C=CC1O (2S,3R,5R)-3-(((3-(3,4-dihydroxybenzamido)pyrrolidine-1-carbonyl)oxy)methyl)-3-methyl-7-oxo-4-thia-1-azabicyclo[3.2.0]heptane-2-carboxylic acid 4,4-dioxide